2-((1s,2r)-1-(2-chlorophenyl)-1-(4-isopropyl-1H-pyrazol-1-yl)propan-2-yl)-5-hydroxy-N-(isoxazol-4-yl)-1-methyl-6-oxo-1,6-dihydropyrimidine-4-carboxamide ClC1=C(C=CC=C1)[C@H]([C@@H](C)C=1N(C(C(=C(N1)C(=O)NC=1C=NOC1)O)=O)C)N1N=CC(=C1)C(C)C